N-{[2-({[(1S,2R)-2-hydroxycyclopentyl]amino}methyl)-1H-indol-6-yl]methyl}-4-oxo-4H-pyrido[1,2-a]pyrimidine-2-carboxamide O[C@H]1[C@H](CCC1)NCC=1NC2=CC(=CC=C2C1)CNC(=O)C=1N=C2N(C(C1)=O)C=CC=C2